O=C1NC(=NO1)C1=CC(=CS1)C=1C=C(C=CC1)NC(=O)C1(CCOCC1)OC1=CC=CC=C1 N-(3-(5-(5-oxo-4,5-dihydro-1,2,4-oxadiazol-3-yl)thiophen-3-yl)phenyl)-4-phenoxytetrahydro-2H-pyran-4-carboxamide